ClC1=C(C=C(C=C1)F)C1NC(C2=C1C(=CC1=C(N(N=C21)C)CC(F)F)C2=C(C1=C(S2=O)C=C(C=C1)F)C(=O)N)=O [6-(2-chloro-5-fluorophenyl)-3-(2,2-difluoroethyl)-2-methyl-8-oxo-7,8-dihydro-6H-pyrrolo[4,3-g]indazol-5-yl]-6-fluoro-1-oxo-1λ4-benzo[b]thiophene-3-carboxamide